ClC1=CC=C2C(=N1)N(C=C2C2=C(C=C1C=NN(C1=C2)COCC[Si](C)(C)C)OC)COCC[Si](C)(C)C 6-(6-chloro-1-[[2-(trimethylsilyl)ethoxy]methyl]pyrrolo[2,3-b]pyridin-3-yl)-5-methoxy-1-[[2-(trimethylsilyl)ethoxy]methyl]indazole